azobis(2-methylvaleronitrile) N(=NC(C#N)(CCC)C)C(C#N)(CCC)C